COC1=C(C=C(C(=C1)OC)[N+](=O)[O-])[N+](=O)[O-] 1,5-dimethoxy-2,4-dinitrobenzene